C1(CC1)NC(C1=C(C(=C(C(=C1)CC1=C(C(=NC=C1)NS(NC)(=O)=O)F)F)F)NC1=C(C=C(C=C1)C1CC1)F)=O N-cyclopropyl-2-(4-cyclopropyl-2-fluoroanilino)-3,4-difluoro-5-[[3-fluoro-2-(methylsulfamoylamino)pyridin-4-yl]methyl]benzamide